NC1=NC=CC(=N1)C=1C2=C(C(=NC1)NCC=1C=C(C(=O)N[C@H]3[C@@H](C3)F)C=CC1)CCO2 Trans-3-(((7-(2-aminopyrimidin-4-yl)-2,3-dihydrofuro[3,2-c]pyridin-4-yl)amino)methyl)-N-(2-fluorocyclopropyl)benzamide